2-naphthylamine-d7 [2H]C1=C(C(=C2C(=C(C(=C(C2=C1[2H])[2H])[2H])N)[2H])[2H])[2H]